1,4-dimethyl-4,6,7,8-tetrahydropyrazolo[4,3-b]azepin-5(1H)-one CN1N=CC=2N(C(CCCC21)=O)C